(1-(2-Hydroxyethyl)cyclopropyl)isoindoline-1,3-dione OCCC1(CC1)N1C(C2=CC=CC=C2C1=O)=O